5-cyclopropyl-N-(4'-(cyclopropylcarbamoyl)-[1,1'-biphenyl]-3-yl)pyrazolo[1,5-a]pyrimidine-3-carboxamide C1(CC1)C1=NC=2N(C=C1)N=CC2C(=O)NC=2C=C(C=CC2)C2=CC=C(C=C2)C(NC2CC2)=O